C(C1=CC=CC=C1)OC=1C=C(N(N1)C)NC1CC=2C(=C(C=3C=C(N=CC3C2)C2CC2)S(=O)(=O)NCC(C)(C)F)C1 7-[(5-benzyloxy-2-methyl-pyrazol-3-yl)amino]-3-cyclopropyl-N-(2-fluoro-2-methyl-propyl)-7,8-dihydro-6H-cyclopenta[g]isoquinoline-5-sulfonamide